O1COC2=C1C=CC(=C2)CCO 2-(Benzo[d][1,3]dioxolane-5-yl)ethane-1-ol